O1CC(C1)CN1CC2(CC1)CCN(CC2)C=2C1=C(N=C(N2)C2=CC=NC=C2)C=NC=C1 4-(2-(oxetan-3-ylmethyl)-2,8-diazaspiro[4.5]decan-8-yl)-2-(pyridin-4-yl)pyrido[3,4-d]pyrimidine